rac-(1R,2S,6R)-2-(4-aminophenyl)-6-((2-fluoro-4-(trifluoromethyl)phenyl)carbamoyl)cyclohexane-1-carboxylic acid NC1=CC=C(C=C1)[C@@H]1[C@H]([C@@H](CCC1)C(NC1=C(C=C(C=C1)C(F)(F)F)F)=O)C(=O)O |r|